O[C@](C)(CC)C=1NC(C=2SC(=C3OCCCC1C23)C=2C=NNC2)=O (R)-5-(2-hydroxybut-2-yl)-1-(1H-pyrazol-4-yl)-4,6,7,8-tetrahydro-3H-9-oxa-2-thia-4-azabenzo[cd]azulene-3-one